3-(azetidin-1-yl)-5-(8-(7-isopropyl-1,3-dimethyl-2-oxo-2,3-dihydro-1H-benzo[d]imidazol-5-yl)isoquinolin-3-yl)picolinic acid N1(CCC1)C=1C(=NC=C(C1)C=1N=CC2=C(C=CC=C2C1)C1=CC2=C(N(C(N2C)=O)C)C(=C1)C(C)C)C(=O)O